ClC1=C(N(N=C1C(F)(F)F)C1=CC(=CC=C1)C(N(C)C1=CC2=C(OC(O2)(F)F)C=C1)=O)OCC12CC(C1)(C2)C(=O)O 3-[[4-chloro-2-[3-[(2,2-difluoro-1,3-benzodioxol-5-yl)-methyl-carbamoyl]phenyl]-5-(trifluoromethyl)pyrazol-3-yl]oxymethyl]bicyclo[1.1.1]pentane-1-carboxylic acid